CSC1=NC=C(C=N1)CN1N=CC(=C1)C(=O)O 1-((2-(methylthio)pyrimidin-5-yl)methyl)-1H-pyrazole-4-carboxylic acid